C1(CCCC1)N(C(=O)OCC=1C(=NOC1C1=CC=C(C(=N1)C)O[C@@H]1C[C@H](CCC1)C(=O)O)C)C (1S,3S)-3-((6-(4-(((cyclopentyl-(methyl)carbamoyl)oxy)methyl)-3-methylisoxazol-5-yl)-2-methyl-pyridin-3-yl)oxy)cyclohexane-1-carboxylic acid